FC=1C=CC=C2CN(C(NC12)=O)C1CCN(CC1)C(=O)N[C@@H](C(N1CCC(CC1)N1CCCCC1)=O)CC=1C=C2C=NNC2=C(C1)C |r| (±)-4-(8-Fluoro-1,2-dihydro-2-oxoquinazolin-3(4H)-yl)-N-(3-(7-methyl-1H-indazol-5-yl)-1-oxo-1-(4-(piperidin-1-yl)piperidin-1-yl)propan-2-yl)piperidine-1-carboxamide